NC1=NC=CC(=C1N)C=1C=NN(C1)C(=O)N1CC(CC1)C#N 1-(4-(2,3-diaminopyridin-4-yl)-1H-pyrazole-1-carbonyl)pyrrolidine-3-carbonitrile